(S)-[3-(3-morpholinonyl)-2-hydroxypropyl]-2-(trifluoromethyl)-5-nitroimidazole N1(C(COCC1)=O)C[C@H](CC=1N=C(NC1[N+](=O)[O-])C(F)(F)F)O